C(C)(C)(C)N1N=C(C=C1C=1OC=CC1)CO (1-(tert-butyl)-5-(furan-2-yl)-1H-pyrazol-3-yl)methanol